3,4-dimethylcyclohexanecarboxylic acid CC1CC(CCC1C)C(=O)O